N=1C=NN2C1C(=CC=C2)CCC[C@H]2C[C@@H]1N(CCN(C1)C=1N=NC(=CC1)C)C2=O (7S,8aS)-7-(3-([1,2,4]triazolo[1,5-a]pyridin-8-yl)propyl)-2-(6-methylpyridazin-3-yl)hexahydropyrrolo[1,2-a]pyrazin-6(2H)-one